2,3,4,4,5,5-hexafluoro-3-(fluoromethyl)sulfolane FC1S(=O)(=O)C(C(C1(CF)F)(F)F)(F)F